(3-((5-cyclopropyl-1H-pyrazol-1-yl)methyl)-bicyclo[1.1.1]pentan-1-yl)(5-(3,5-difluorophenyl)-4,5-dihydro-1H-pyrazol-1-yl)methanone C1(CC1)C1=CC=NN1CC12CC(C1)(C2)C(=O)N2N=CCC2C2=CC(=CC(=C2)F)F